CC1(CC1)C(=O)NC1=CC2=C(N=CN2)C=C1N1N=CC=C1 1-methyl-N-[6-(pyrazol-1-yl)-3H-1,3-benzodiazol-5-yl]cycloprop-ane-1-carboxamide